dihexylaluminum n-propoxide [O-]CCC.C(CCCCC)[Al+]CCCCCC